caprinoyl glycidyl ether C(C1CO1)OC(CCCCCCCCC)=O